N-fluorenylmethoxycarbonyl-N'-t-butylcarbonyl-L-lysine C1(=CC=CC=2C3=CC=CC=C3CC12)COC(=O)N[C@@H](CCCCNC(=O)C(C)(C)C)C(=O)O